OC[C@]12[C@H]3CC[C@@]4(C(CC[C@H]4[C@@H]3CCC2=CC(CC1)=O)=O)C (8R,9S,10S,13S,14S)-10-(hydroxymethyl)-13-methyl-1,6,7,8,9,10,11,12,13,14,15,16-dodecahydro-3H-cyclopenta[a]phenanthrene-3,17(2H)-dione